5-fluoro-2-[(4-{6-[(1S,3S,4R)-6-methylene-2-azabicyclo[2.2.2]octane-3-carbonyl]-2,6-diazaspiro[3.3]hept-2-yl}pyrimidin-5-yl)oxy]-N,N-di(propan-2-yl)benzamide FC=1C=CC(=C(C(=O)N(C(C)C)C(C)C)C1)OC=1C(=NC=NC1)N1CC2(C1)CN(C2)C(=O)[C@H]2N[C@@H]1C(C[C@H]2CC1)=C